N1CCSCC1 1-thiomorpholin